ClC1=C(C=CC(=C1)Cl)C(C(=O)O)(C)F 2-(2,4-Dichlorophenyl)-2-fluoro-propionic acid